ClC1=CC(=C(OCC=2C=NC=C(C(=O)NC(C(=O)OCC)CO)C2)C=C1OCC1=C(C(=CC=C1)C1=CC2=C(OCCO2)C=C1)C)CN1C[C@H](CC1)O ethyl 2-(5-((4-chloro-5-((3-(2,3-dihydrobenzo[b][1,4]dioxin-6-yl)-2-methylbenzyl)oxy)-2-(((S)-3-hydroxypyrrolidin-1-yl)methyl)phenoxy)methyl)nicotinamido)-3-hydroxypropanoate